P(O)(=O)(OP(=O)(O)OP(=O)(O)O)OC[C@@H]1[C@H]([C@]([C@@H](O1)N1C(=O)N=C(N)C=C1)(O)F)O 2'-fluorocytidine triphosphate